3-(4-(2,2-difluoroethoxy)-2-fluorophenyl)-8-methoxy-2-(trifluoromethyl)-4H-pyrido[1,2-a]pyrimidin-4-one FC(COC1=CC(=C(C=C1)C1=C(N=C2N(C1=O)C=CC(=C2)OC)C(F)(F)F)F)F